2-[4-(Azetidin-3-yl)phenyl]sulfonylacetonitrile N1CC(C1)C1=CC=C(C=C1)S(=O)(=O)CC#N